CC1=CC2=C(N=C(N=C2NCCCC2=CC=C(C=C2)C2=CC=C(C=C2)OC(F)(F)F)C2=NC=CC=C2)S1 6-methyl-2-(pyridin-2-yl)-N-(3-(4'-(trifluoromethoxy)-[1,1'-biphenyl]-4-yl)propyl)thieno[2,3-d]pyrimidin-4-amine